Cl.NCCCC[C@@H](CO)NCC1=C(OCC=2C=NC=C(C(=O)O)C2)C=C(C(=C1)Cl)OCC=1C(=C(C=CC1)C1=C(C(=CC=C1)OCCCCl)C)C (S)-5-((2-(((6-amino-1-hydroxyhexan-2-yl)amino)methyl)-4-chloro-5-((3'-(3-chloropropoxy)-2,2'-dimethyl-[1,1'-biphenyl]-3-yl)methoxy)phenoxy)methyl)nicotinic acid hydrochloride salt